3-ethyl-5-(2-hydroxybenzyl)-4-oxo-4,5,6,7-tetrahydropyrazolo[1,5-a]pyrazine-2-carboxylic acid (5-trifluoromethyl[1,3,4]thiadiazol-2-yl)amide FC(C1=NN=C(S1)NC(=O)C1=NN2C(C(N(CC2)CC2=C(C=CC=C2)O)=O)=C1CC)(F)F